NC1=NC=CC(=N1)C1=CC(=C(CNC(=O)C2=CN=C(S2)C(C)C)C=C1)C N-(4-(2-aminopyrimidin-4-yl)-2-methylbenzyl)-2-isopropylthiazole-5-carboxamide